C(CC(O)(C(=O)O)CC(=O)O)(=O)O.FC=1C=CC(=NC1)[C@@]1(CCOC2(C1)CCOCC2)CCNC2CC1=CC=CC=C1C2 (R)-N-(2-(4-(5-fluoropyridin-2-yl)-1,9-dioxaspiro[5.5]undecan-4-yl)ethyl)-2,3-dihydro-1H-inden-2-amine citrate